3-(Boc-amino)propanol C(=O)(OC(C)(C)C)NCCCO